C(CC)OCCO Ethylenglycol Propyl ether